NCCC[N-]C(CCCCCCCCCCO)=O N-(3-aminopropyl)-N-(3-hydroxypropyl)octanoyl-amide